32-methyltritriacontyl oleate C(CCCCCCC\C=C/CCCCCCCC)(=O)OCCCCCCCCCCCCCCCCCCCCCCCCCCCCCCCC(C)C